1,1-bis(3-methoxybenzyl)-3-(ethoxycarbonyl)thiourea COC=1C=C(CN(C(=S)NC(=O)OCC)CC2=CC(=CC=C2)OC)C=CC1